NC1=NC=CC(=C1Cl)SC=1N=CC(=NC1)N1CCC2(CC1)[C@@H](CC1=CC=CC=C12)N (R)-1'-(5-((2-amino-3-chloropyridin-4-yl)thio)pyrazin-2-yl)-2,3-dihydrospiro[indene-1,4'-piperidin]-2-amine